FC=1C(=NC=CC1C1=C(C(=CC(=C1)F)F)F)C#N 3-fluoro-4-(2,3,5-trifluorophenyl)pyridinenitrile